ClC1=CC=C(C=C1)N(C(=O)C1=NC=CC(=N1)C1=CC=C(C=C1)C(F)(F)F)C N-(4-chlorophenyl)-N-methyl-4-(4-(trifluoromethyl)phenyl)pyrimidine-2-carboxamide